N[C@H](C)C1=C2C=C(NC(C2=CC(=C1)F)=O)C=1C(=NN(C1)C)CCO (R)-5-(1-aminoethyl)-7-fluoro-3-(3-(2-hydroxyethyl)-1-methyl-1H-pyrazol-4-yl)isoquinolin-1(2H)-one